6-methyl-5-oxo-7-(trifluoromethyl)-4,5-dihydrothieno[3,2-b]Pyridine-3-carboxylic acid methyl ester COC(=O)C1=CSC2=C1NC(C(=C2C(F)(F)F)C)=O